C1(CC1)C[C@@]1(NC(NC1=O)=O)CNC(OCC1=CC=CC=C1)=O |r| rac-Benzyl {[4-(cyclopropylmethyl)-2,5-dioxoimidazolidin-4-yl]methyl}carbamate